NC=1C(=CC(=C(C1)NC(C(C)N1C=C(C2=CC(=CC=C12)S(=O)(=O)N1CCCCC1)C)=O)C)C N-(5-amino-2,4-dimethyl-phenyl)-2-[3-methyl-5-(1-piperidylsulfonyl)indol-1-yl]propanamide